C(C(C)C)(=O)OC=1C(=NC=CC1OC)C(N[C@@H](C)C1=NOC(=N1)C1C(C1C1=CC=C(C=C1)OC)C1=CC=C(C=C1)F)=O 2-(((1S)-1-(5-(2-(4-fluorophenyl)-3-(4-methoxyphenyl)cyclopropyl)-1,2,4-oxadiazol-3-yl)ethyl)carbamoyl)-4-methoxypyridin-3-yl isobutyrate